1-ethyl-1-methyl-1,3-dihydrofuro[3,4-c]pyridine-4-carboxylic acid C(C)C1(OCC=2C(=NC=CC21)C(=O)O)C